BrC1=C(C=C(C(=O)O)C=C1OCC)OCC 4-bromo-3,5-diethoxybenzoic acid